4-(furo[3,2-c]pyridin-4-yl)-N-(3-sulfamoylphenyl)benzamide O1C=CC=2C(=NC=CC21)C2=CC=C(C(=O)NC1=CC(=CC=C1)S(N)(=O)=O)C=C2